N[C@@]1(CN(C[C@H]1CCCB(O)O)S(N[C@H]1[C@H](CCCC1)N)(=O)=O)C(=O)O |r| (rac)-trans-3-amino-1-(N-((rac)-cis-2-aminocyclohexyl)sulfamoyl)-4-(3-boronopropyl)pyrrolidine-3-carboxylic acid